C(#N)C=1C=C2C(=NN(C2=CC1)CC=1C=NC(=CC1)C(F)(F)F)NC(=O)C1=C(OC=C1)C N-(5-cyano-1-((6-(trifluoromethyl)pyridin-3-yl)methyl)-1H-indazol-3-yl)-2-methylfuran-3-carboxamide